3-cyano-N-[(1s,4s)-4-{[2,6-bis(trifluoromethyl)pyridin-4-yl]amino}cyclohexyl]benzamide C(#N)C=1C=C(C(=O)NC2CCC(CC2)NC2=CC(=NC(=C2)C(F)(F)F)C(F)(F)F)C=CC1